CC(C)(C)OC(=O)N[C@@H]1CC[C@@H](C1)N tert-butyl N-[(1R,3S)-3-aminocyclopentyl]carbamate